OC1(COC1)C=1C(=NC(=CC1)N1C=NC2=C1C=CC(=C2)NC=2N=NC(=CC2)C)N2N=C(C=C2C)C#N 1-[3-(3-hydroxyoxetan-3-yl)-6-[5-[(6-methylpyridazin-3-yl)amino]benzimidazol-1-yl]-2-pyridyl]-5-methyl-pyrazole-3-carbonitrile